CO[C@@H]1C[C@@H](N(C1)C(=O)OC(C)(C)C)C(=O)OC 1-(t-butyl) 2-methyl (2R,4R)-4-methoxypyrrolidin-1,2-dicarboxylate